N1(C(CN(CC1)C(=O)OCC1=CC=CC=C1)C(=O)OC)C(=O)OC(C)(C)C O4-benzyl O1-tert-butyl O2-methyl piperazine-1,2,4-tricarboxylate